(3S,5R)-3-(aminomethyl)-5-(hydroxymethyl)pyrrolidon NC[C@H]1C(N[C@H](C1)CO)=O